FC(C1=CC=C(C=C1)NC1=NC=CC=C1C1=CC(=NC=C1)N)(F)F N2-(4-(trifluoromethyl)phenyl)-[3,4'-bipyridine]-2,2'-diamine